2-[(2S)-4-[7-(8-chloro-1-naphthyl)-2-[[(2S)-1-methylpyrrolidin-2-yl]methoxy]-6,8-dihydro-5H-pyrido[3,4-d]pyrimidin-4-yl]-1-(2-fluoroprop-2-enoyl)piperazin-2-yl]acetonitrile ClC=1C=CC=C2C=CC=C(C12)N1CC=2N=C(N=C(C2CC1)N1C[C@@H](N(CC1)C(C(=C)F)=O)CC#N)OC[C@H]1N(CCC1)C